3-(2,2,4,4-tetramethyl-21-oxo-7-oxa-3,20-diazadispiro(5.1.11.2)henicosan-20-yl)propionate CC1(CC2(CC(N1)(C)C)OC1(CCCCCCCCCCC1)N(C2=O)CCC(=O)[O-])C